ClC1=C(NC2=CC=CC=C12)C(=O)O 3-chloro-1H-indole-2-carboxylic acid